2-thiophenoxy-4,6-dimercapto-s-triazine S(C1=CC=CC=C1)C1=NC(=NC(=N1)S)S